4-(3-amino-1-(1-methyl-1H-indol-6-yl)-1H-pyrazol-5-yl)-2-fluorobenzonitrile NC1=NN(C(=C1)C1=CC(=C(C#N)C=C1)F)C1=CC=C2C=CN(C2=C1)C